COCC1=NNN=C1 4-(methoxymethyl)-2H-1,2,3-triazol